COC1=C(C=CC(=C1)N(C(CC)=O)C)C1=CC=C(C=C1)C(=O)NCC=1C=NC=CC1 2'-methoxy-4'-(N-methylpropionamido)-N-(pyridin-3-ylmethyl)-[1,1'-biphenyl]-4-carboxamide